(1r,5s,6r)-6-(5-(chloromethyl)-1,2,4-oxadiazol-3-yl)-3-azabicyclo[3.1.0]hexane-3-carboxylic acid tert-butyl ester C(C)(C)(C)OC(=O)N1C[C@H]2C([C@H]2C1)C1=NOC(=N1)CCl